(4-(5-(trifluoromethyl)isothiazol-3-yl)phenyl)acrylamide FC(C1=CC(=NS1)C1=CC=C(C=C1)C(C(=O)N)=C)(F)F